3-(3-((2-chloropyrimidin-5-yl)methyl)isoxazol-5-yl)pyridin-2-amine ClC1=NC=C(C=N1)CC1=NOC(=C1)C=1C(=NC=CC1)N